C(CC\C=C\CCCCCCCCCCCCCCCCC)(=O)N (E)-docosa-4-enamide